4,4-difluorocyclohexyl 6-(4-((4-(1H-pyrazol-4-yl)phenyl)amino) pyrimidin-2-yl)-3,4-dihydroisoquinoline-2(1H)-carboxylate N1N=CC(=C1)C1=CC=C(C=C1)NC1=NC(=NC=C1)C=1C=C2CCN(CC2=CC1)C(=O)OC1CCC(CC1)(F)F